C(C)(C)(C)OC(=O)N1C[C@H]2N(C3=C(OC2)C=C(C(=C3)C(=O)O)[N+](=O)[O-])CC1 (R)-3-(tert-butoxycarbonyl)-8-nitro-1,2,3,4,4a,5-hexahydrobenzo[b]-pyrazino[1,2-d][1,4]oxazine-9-carboxylic acid